O=C1NC(CCC1N1C(C2=CC=CC(=C2C1)N[C@H]1CO[C@H]2[C@@H]1OC[C@@H]2NC(OC(C)(C)C)=O)=O)=O tert-butyl N-[(3S,3aR,6S,6aR)-6-{[2-(2,6-dioxopiperidin-3-yl)-1-oxo-3H-isoindol-4-yl]amino}-hexahydrofuro[3,2-b]furan-3-yl]carbamate